CCCCCCCCCCCCCCCCCCCC(=O)OC[C@H](COP(=O)([O-])OCC[N+](C)(C)C)OC(=O)CCCCCCCCCCC/C=C\\CCCCCCCC The molecule is a phosphatidylcholine 42:1 in which the acyl groups specified at positions 1 and 2 are eicosanoyl and (13Z)-docosenoyl respectively. It derives from an icosanoic acid and an erucic acid.